1,1,1-trichloro-2-methylpropan ClC(C(C)C)(Cl)Cl